di-neopentyl p-methoxyphenylsuccinate COC1=CC=C(C=C1)C(C(=O)OCC(C)(C)C)CC(=O)OCC(C)(C)C